N[C@@H]1CN(C[C@@H](C1)C)C(=O)OC(C)(C)C tert-butyl (3S,5R)-3-amino-5-methylpiperidine-1-carboxylate